C(C1=CC=CC=C1)OC1=CC=CC=2C3NC(N(C(OC21)(C3)C)C=3C=C(C(=O)OC2CC1=CC=CC=C1CC2)C=CC3)=O 1,2,3,4-tetrahydronaphthalen-2-yl 3-(10-(benzyloxy)-2-methyl-4-oxo-5,6-dihydro-2H-2,6-methanobenzo[g][1,3,5]oxadiazocin-3(4H)-yl)benzoate